4-phenylacetoxybenzyl carbamate C(N)(OCC1=CC=C(C=C1)OC(CC1=CC=CC=C1)=O)=O